CC1C(CC1C)C(C(NC1=CC=C2C(=C1)NC(C21CCOCC1)=O)=O)NC(=O)C=1N(N=CC1)C N-{1-(2,3-Dimethylcyclobutyl)-2-oxo-2-[(2-oxospiro[1H-indole-3,4'-oxane]-6-yl)amino]-ethyl}-2-methylpyrazole-3-carboxamide